(R)-3-(2-fluoro-4-(4-methyl-1H-imidazol-1-yl)benzoylamino)-pyrrolidine-1-carboxylic acid tert-butyl ester C(C)(C)(C)OC(=O)N1C[C@@H](CC1)NC(C1=C(C=C(C=C1)N1C=NC(=C1)C)F)=O